C(C)OC=1C=C(C=2N(C1)N=C1C2C=NN1)C=1C=CC(=NC1)N1CCC(CC1)(O)C=NS(=O)(=O)C1=CC=CC=C1 N-((1-(5-(6-Ethoxy-1H-pyrazolo[3',4':3,4]pyrazolo[1,5-a]pyridin-4-yl)pyridine-2-yl)-4-hydroxypiperidin-4-yl)methylene)benzenesulfonamide